ethyl 4-(5-(3,5-dichloro-4-fluorophenyl)-5-(trifluoromethyl)-4,5-dihydroisoxazol-3-yl)-2-methylbenzoate ClC=1C=C(C=C(C1F)Cl)C1(CC(=NO1)C1=CC(=C(C(=O)OCC)C=C1)C)C(F)(F)F